C(CCCCCCCCCCCCCCC)O hexadecyl alcohol